3-[2-(4-benzo[d]isothiazol-3-yl-piperazin-1-yl)-ethyl]-1-methyl-3H-pyrrolo[1,2-d][1,2,4]triazin-4-one S1N=C(C2=C1C=CC=C2)N2CCN(CC2)CCN2N=C(C=1N(C2=O)C=CC1)C